F[B-](F)(F)F.[Rh+].C12C=CC(C=C1)C2.C21C=CC(C=C2)C1 bis(2,5-norbornadiene) rhodium (I) tetrafluoroborate